N-(3-nitro-4-butoxy)benzoyl-L-phenylglycine [N+](=O)([O-])C(CC)CON([C@@H](C1=CC=CC=C1)C(=O)O)C(C1=CC=CC=C1)=O